4-methoxy-N-(2-(propylsulfonyl)benzo[d]thiazol-6-yl)benzenesulfonamide COC1=CC=C(C=C1)S(=O)(=O)NC1=CC2=C(N=C(S2)S(=O)(=O)CCC)C=C1